C(CC)OCC=1C=C(C=CC1)C alpha'-n-propoxy-m-xylene